ClC1=C(C=C2C=NN(C2=C1)CC1(CC1)COC)[N+](=O)[O-] 6-chloro-1-((1-(methoxymethyl)cyclopropyl)methyl)-5-nitro-1H-indazole